C(CSSCCS(=O)(=O)O)S(=O)(=O)[O-].[K+] monopotassium 2,2'-dithiobisethanesulfonate